2-[(4-{3-[(4-cyano-2-fluorophenyl)methoxy]benzoyl}piperazin-1-yl)methyl]-1-[(1-ethyl-1H-imidazol-5-yl)methyl]-1H-1,3-benzodiazole-6-carboxylic acid C(#N)C1=CC(=C(C=C1)COC=1C=C(C(=O)N2CCN(CC2)CC2=NC3=C(N2CC2=CN=CN2CC)C=C(C=C3)C(=O)O)C=CC1)F